BrC=1C(=C(C=CC1)S(=O)(=O)N)F 3-bromo-2-fluorobenzenesulfonamide